methyl 2-(2-(aminomethyl)-5-fluorophenyl)acetate NCC1=C(C=C(C=C1)F)CC(=O)OC